N1CCCCC1 (3S,4R)-piperidine